magnesium 10-hydroxy-9,10-dihydro-9-oxa-10-phosphaphenanthrene-10-oxide OP1(OC2=CC=CC=C2C=2C=CC=CC12)=O.[Mg]